[Br-].COC1=CC=C(C=C1)C(C[N+]1=CC=C(C=C1)C)=O 1-(2-(4-Methoxyphenyl)-2-oxoethyl)-4-methylpyridin-1-ium bromide